4-hydroxy-3-phenylpyran OC1=C(COC=C1)C1=CC=CC=C1